4-amino-N-(2-propanyl)-N-((1R)-1-(5-(trifluoromethyl)-2-pyridinyl)ethyl)-1,3-dihydrofuro[3,4-c][1,7]naphthyridine-8-carboxamide NC1=NC=2C=NC(=CC2C2=C1COC2)C(=O)N([C@H](C)C2=NC=C(C=C2)C(F)(F)F)C(C)C